BrC=1C=C2C(CCN(C2=CC1)C(=O)OC(C)(C)C)(C)C tert-Butyl 6-bromo-4,4-dimethyl-3,4-dihydroquinoline-1(2H)-carboxylate